2-ketocyclohexanon O=C1C(CCCC1)=O